O=C(C=CC1=CC=C(CNC([O-])=O)C=C1)NOC1OCCCC1 (4-(3-oxo-3-(((tetrahydro-2H-pyran-2-yl)oxy)amino)propan-1-En-1-yl)benzyl)carbamate